5-(((trans-3-(3-cyclopropyl-4-(1-methyl-1H-imidazol-5-yl)-1H-pyrazol-1-yl)cyclobutyl)methyl)amino)-2-(2,6-dioxopiperidin-3-yl)isoindoline-1,3-dione C1(CC1)C1=NN(C=C1C1=CN=CN1C)[C@@H]1C[C@H](C1)CNC=1C=C2C(N(C(C2=CC1)=O)C1C(NC(CC1)=O)=O)=O